(2R)-2-(6-{5-chloro-2-[(oxan-4-yl)amino]pyrimidin-4-yl}-1-oxo-2,3-dihydro-1H-isoindol-2-yl)-N-[(1S)-1-{3-[2-(dimethylamino)ethoxy]-5-fluorophenyl}-2-hydroxyethyl]propanamide ClC=1C(=NC(=NC1)NC1CCOCC1)C1=CC=C2CN(C(C2=C1)=O)[C@@H](C(=O)N[C@H](CO)C1=CC(=CC(=C1)F)OCCN(C)C)C